BrC=1C=C(C(=NC1C)[N+](=O)[O-])NC1CCN(CC1)C(=O)OC(C)(C)C tert-butyl 4-[(5-bromo-6-methyl-2-nitro-3-pyridyl)amino]piperidine-1-carboxylate